C(C)(C)(C)OC(=O)N[C@@H](COC(C)(C)C)C(=O)O N-(tert-butoxycarbonyl)-O-(tert-butyl)-L-serine